C(C)(C)(C)OC(=O)N(C1=CC=C2C=C(N(C2=C1)C(=O)OC(C)(C)C)B(O)O)C(=O)OC(C)(C)C [6-[Bis(tert-butoxycarbonyl)amino]-1-tert-butoxycarbonyl-indol-2-yl]boronic acid